C(CCC)OC(C=1C(C(=O)OCCCC)=CC=CC1)=O phthalic acid di-n-butylester